4-chloro-2-[4-(4-fluoro-N-methyl-anilino)phenyl]-5-[[(1R)-1-[(3R)-tetrahydropyran-3-yl]ethyl]amino]pyridazin-3-one ClC=1C(N(N=CC1N[C@H](C)[C@@H]1COCCC1)C1=CC=C(C=C1)N(C1=CC=C(C=C1)F)C)=O